1-(4-(4-amino-7-cyclopropyl-7H-pyrrolo[2,3-d]pyrimidin-5-yl)-2-fluorophenyl)-3-(3-methylisoxazol-5-yl)urea NC=1C2=C(N=CN1)N(C=C2C2=CC(=C(C=C2)NC(=O)NC2=CC(=NO2)C)F)C2CC2